(R)-3-(4-((4-((R)-2-acetoxy-3-chloropropoxy)-3-chlorophenyl)sulfonyl)phenoxy)propane-1,2-diyl diacetate C(C)(=O)OC[C@@H](COC1=CC=C(C=C1)S(=O)(=O)C1=CC(=C(C=C1)OC[C@H](CCl)OC(C)=O)Cl)OC(C)=O